NC1=NC=2C(=CC=CC2C=2N1C=C(N2)C(=O)N2CC1(CCCO1)CCC2)OC (5-amino-7-methoxyimidazo[1,2-c]quinazolin-2-yl)(1-oxa-7-azaspiro[4.5]decan-7-yl)methanone